O1C(OCC1)C1CCN(CC1)C=1C(=C(C=CC1)NC(OC(C)(C)C)=O)OC Tert-butyl N-{3-[4-(1,3-dioxolan-2-yl)piperidin-1-yl]-2-methoxyphenyl}carbamate